FC1=CC=C(C(=C1C([C@@H](C=1OC(NN1)=O)NS(=O)(=O)N1CCC(CC1)C(F)(F)F)C)C)C N-((1S)-2-(6-fluoro-2,3-di-methylphenyl)-1-(5-oxo-4,5-dihydro-1,3,4-oxadiazol-2-yl)propyl)-4-(trifluorometh-yl)piperidine-1-sulfonamide